N-(cyanomethyl)-1-((4-methoxy-3-((2-methoxyphenyl)sulfonamido)benzo[d]isoxazol-6-yl)methyl)pyrrolidine-3-carboxamide C(#N)CNC(=O)C1CN(CC1)CC1=CC2=C(C(=NO2)NS(=O)(=O)C2=C(C=CC=C2)OC)C(=C1)OC